tin (IV) pyrophosphate [O-]P([O-])(=O)OP(=O)([O-])[O-].[Sn+4]